C(C(C(C(=C)C(=O)O)(C(=O)O)C(=O)O)(C(=O)O)C(=O)O)(C(=O)O)(C(=O)O)C(=O)O penta-eneoctacarboxylic acid